tungsten trisulphide [W](=S)(=S)=S